BrC1=CC(=CC(=N1)[C@@]1(CC(=NO1)C1=CC(=C(C(=O)NCC(NCC(F)(F)F)=O)C=C1)C)C(F)(F)F)C(F)(F)F |o1:7| rel-(S)-4-(5-(6-bromo-4-(trifluoromethyl)pyridin-2-yl)-5-(trifluoromethyl)-4,5-dihydroisoxazol-3-yl)-2-methyl-N-(2-oxo-2-((2,2,2-trifluoroethyl)amino)ethyl)benzamide